C(#N)C1=C(C=CC(=C1)C(F)(F)F)N1CCC(CC1)(C(=O)N[C@H]1CNCC1)C1=CC=C(C=N1)C=1C(=NC=CC1)OCC 1-[2-cyano-4-(trifluoromethyl)phenyl]-4-{2'-ethoxy-[3,3'-bipyridine]-6-yl}-N-[(3R)-pyrrolidin-3-yl]piperidine-4-carboxamide